((5-isobutyl-3-(3-methyl-4-((2-methyl-1H-imidazol-1-yl)methyl)phenyl)thiophen-2-yl)sulfonyl)carbamic acid methyl ester COC(NS(=O)(=O)C=1SC(=CC1C1=CC(=C(C=C1)CN1C(=NC=C1)C)C)CC(C)C)=O